C(C)OP(C1=CC(=CC=C1)C1=CC=CC=C1)C1=CC(=CC=C1)C1=CC=CC=C1 ethoxybis(3-phenylphenyl)phosphine